2-hydroxy-6-methylnicotinic acid OC1=C(C(=O)O)C=CC(=N1)C